C(=O)C(COC1=CC=CC=C1)NC(OC(C)(C)C)=O tert-butyl N-(1-formyl-2-phenoxy-ethyl)carbamate